O=C1N(CC2=C1N(C=1N(C2=O)N=C(C1)[C@H]1COCC1)CC(=O)NC1=NC=C(C=C1)F)C(C)C 2-{5,8-dioxo-6-(propan-2-yl)-2-[(3S)-tetrahydrofuran-3-yl]-5,6,7,8-tetrahydro-4H-pyrazolo[1,5-a]pyrrolo[3,4-d]pyrimidin-4-yl}-N-(5-fluoropyridin-2-yl)acetamide